FC(S(=O)(=O)[O-])(F)F.C[N+](C)(C)CC1=CC(=CC=C1)OC N,N,N-trimethyl-(3-methoxybenzyl)ammonium trifluoromethanesulfonate